Br.C(=O)(O)C1=CC=C(C=C1)CCN 2-(4-carboxyphenyl)ethylamine hydrobromide